CC([C@@H](C(=O)O)NS(=O)(=O)C=1C=CC2=C(SC3=C2C=CC(=C3)NC(=O)NC3=CC=CC=C3)C1)C (S)-3-methyl-2-(7-(3-phenylureido)dibenzo[b,d]thiophene-3-sulfonamido)butanoic acid